3-(triethoxysilyl)-propylthioisocyanate C(C)O[Si](CCCSN=C=O)(OCC)OCC